Methyl 2-(2-oxo-6-((trimethylsilyl)ethynyl)quinolin-1(2H)-yl)acetate O=C1N(C2=CC=C(C=C2C=C1)C#C[Si](C)(C)C)CC(=O)OC